((trans)-4-(4-amino-1H-imidazol-1-yl)cyclohexyl)methanol NC=1N=CN(C1)[C@@H]1CC[C@H](CC1)CO